ClC1=C(CC=2NC3=C(C=CC=C3C2)C=2N=NN(C2)C=2C=CC=C3C=CC(OC23)=O)C=CC=C1 8-(4-(2-(2-chlorobenzyl)-1H-indol-7-yl)-1H-1,2,3-triazol-1-yl)-2H-chromen-2-one